FC1=C(C=C(C(=C1)F)C=1C2=C(N=C(N1)N1[C@H](CC1)C)CCC2)S(=O)(=O)N (S)-2,4-difluoro-5-(2-(2-methylazetidin-1-yl)-6,7-dihydro-5H-cyclopenta[d]pyrimidin-4-yl)benzenesulfonamide